4,4'-methylenebis(phenyl-dimethyl-urea) C(C1=CC=C(C=C1)N(C(=O)NC)C)C1=CC=C(C=C1)N(C(=O)NC)C